3-bromo-5-(pyridin-2-ylamino)-1-((2-(trimethylsilyl)ethoxy)methyl)-1H-pyrazole-4-carboxamide BrC1=NN(C(=C1C(=O)N)NC1=NC=CC=C1)COCC[Si](C)(C)C